FC=1C(=CC(=NC1)C#N)OC 5-fluoro-4-methoxypyridinecarbonitrile